3-(2-chloro-3-(1-((1-methyl-1H-pyrazol-3-yl)methyl)-2-oxo-1,2,3,4-tetrahydroquinolin-6-yl)phenyl)piperidine-2,6-dione ClC1=C(C=CC=C1C=1C=C2CCC(N(C2=CC1)CC1=NN(C=C1)C)=O)C1C(NC(CC1)=O)=O